(5-(cis-3-((tert-butyldimethylsilyl)oxy)cyclobutoxy)pyridin-3-yl)methanol [Si](C)(C)(C(C)(C)C)O[C@H]1C[C@H](C1)OC=1C=C(C=NC1)CO